N-(2-isopropoxypyrimidin-5-yl)-1,1-diphenyl-methanimine C(C)(C)OC1=NC=C(C=N1)N=C(C1=CC=CC=C1)C1=CC=CC=C1